5-methyl-4-(pyrazin-2-yl)pyrimidine-2-carboxylic acid methyl ester COC(=O)C1=NC=C(C(=N1)C1=NC=CN=C1)C